NC1=C(C2=C(S1)C(C(CC2)(CC2CCCC2)C#N)=O)C(=O)O 2-Amino-6-cyano-6-(cyclopentylmethyl)-7-oxo-4,5,6,7-tetrahydrobenzo[b]thiophene-3-carboxylic acid